[Sb].[B].CC=1C=C(C=CC1O)C(CCCC1=CC=C(C=C1)O)(C)C1=CC(=C(C=C1)O)C 4,4-Bis(3-methyl-4-hydroxyphenyl)-1-(4-hydroxyphenyl)pentane boron-antimony